1,1,3-tris(hydroxyphenyl)propane tert-butyl-(8-(4-(dimethylcarbamoyl)piperazin-1-yl)-6-(N-(1-methylcyclopropyl)sulfamoyl)isoquinolin-3-yl)carbamate C(C)(C)(C)N(C(O)=O)C=1N=CC2=C(C=C(C=C2C1)S(NC1(CC1)C)(=O)=O)N1CCN(CC1)C(N(C)C)=O.OC1=C(C=CC=C1)C(CCC1=C(C=CC=C1)O)C1=C(C=CC=C1)O